3-(2,4-dimethyl-N-(7-nitrobenzo[c][1,2,5]oxadiazol-4-yl)benzamido)-4-methylbenzoic acid CC1=C(C(=O)N(C2=CC=C(C3=NON=C32)[N+](=O)[O-])C=3C=C(C(=O)O)C=CC3C)C=CC(=C1)C